(S)-N-((3-(ethoxymethyl)-1-(pyridin-3-ylmethyl)pyrrolidin-3-yl)methyl)-N-methylaniline HCl Cl.C(C)OC[C@@]1(CN(CC1)CC=1C=NC=CC1)CN(C1=CC=CC=C1)C